C1(=CC=CC=C1)C=1OC=CC1 phenyl-furan